ClCC=1C=C(C2=C(OCCO2)C1)[N+](=O)[O-] 7-(Chloromethyl)-5-nitro-2,3-di-hydrobenzo[b][1,4]dioxine